BrC#CC1=CC(=C(C=C1)OC)OC 1-(2-bromoethynyl)-3,4-dimethoxybenzene